N-Butyl-6-(trifluoromethoxy)-1H-benzo[d]imidazole-1-carboxamide C(CCC)NC(=O)N1C=NC2=C1C=C(C=C2)OC(F)(F)F